FC(C1=NN=C(S1)N1N=CC2=C(C=C(C=C12)S(=O)(=O)NC1(CC1)C#N)N1CCC2(CN(C2)C)CC1)F 1-[({1-[5-(difluoromethyl)(1,3,4-thiadiazol-2-yl)]-4-(2-methyl-2,7-diazaspiro-[3.5]non-7-yl)-1H-indazol-6-yl}sulfonyl)amino]cyclopropanecarbonitrile